FC1(OC=2C(=CC3=C(N=C(S3)NC([C@H](C)N3C[C@@H](C(CC3)(F)F)C3=CC=[N+](C=C3)[O-])=O)C2)O1)F 4-((S)-1-((S)-1-((2,2-difluoro-[1,3]dioxolo[4',5':4,5]benzo[1,2-d]thiazol-6-yl)amino)-1-oxopropan-2-yl)-4,4-difluoropiperidin-3-yl)pyridine 1-oxide